CC1=C(N=C(O1)C1=CC=2N(C=C1)N=CC2)C(=O)OCC ethyl 5-methyl-2-pyrazolo[1,5-a]pyridin-5-yl-oxazole-4-carboxylate